S1C=2N(C=C1)C(=NC2)C=2C=C(C#N)C=CC2 3-(imidazo[5,1-b]thiazol-5-yl)benzonitrile